triacontyl-methyl-ammonium chloride [Cl-].C(CCCCCCCCCCCCCCCCCCCCCCCCCCCCC)[NH2+]C